C1(CC1)[C@@H]1CN=C2N1C1=CC=C(C=C1C(N2CC)=O)S(=O)(=O)NC2(CC2)C (R)-1-cyclopropyl-4-ethyl-N-(1-methylcyclopropyl)-5-oxo-1,2,4,5-tetrahydroimidazo[1,2-a]quinazoline-7-sulfonamide